N-((3-hydroxyoxetan-3-yl)methyl)-6-((5-methyl-3-(6-methylpyridin-3-yl)isoOxazol-4-yl)methoxy)pyridazine-3-carboxamide OC1(COC1)CNC(=O)C=1N=NC(=CC1)OCC=1C(=NOC1C)C=1C=NC(=CC1)C